[4-[4-[[trans-4-(tert-butoxycarbonylamino)cyclohexyl]amino]-3-[N'-(2-chloro-5-fluoro-phenyl)carbamimidoyl]pyrrolo[1,2-b]pyridazin-6-yl]-3-methyl-phenyl] acetate C(C)(=O)OC1=CC(=C(C=C1)C=1C=C2N(N=CC(=C2N[C@@H]2CC[C@H](CC2)NC(=O)OC(C)(C)C)C(N)=NC2=C(C=CC(=C2)F)Cl)C1)C